2-[(6-methoxy-2-methyl-1,2,3,4-tetrahydroisoquinolin-7-yl)amino]-4-{[2-(oxan-3-yl)phenyl]amino}pyrimidine-5-carboxamide COC=1C=C2CCN(CC2=CC1NC1=NC=C(C(=N1)NC1=C(C=CC=C1)C1COCCC1)C(=O)N)C